ClC=1C=C(C=C(C1OC1=C(C=2C3=C(NC2C(=C1)F)CCOC3(C)C)F)Cl)N3N=C(C(NC3=O)=O)C#N 2-(3,5-dichloro-4-((6,9-difluoro-1,1-dimethyl-1,3,4,5-tetrahydropyrano[4,3-b]-indol-8-yl)oxy)phenyl)-3,5-dioxo-2,3,4,5-tetrahydro-1,2,4-triazine-6-carbonitrile